benzyl (2-(2-(2-bromoacetyl)-6-chloropyridin-4-yl)propan-2-yl)carbamate BrCC(=O)C1=NC(=CC(=C1)C(C)(C)NC(OCC1=CC=CC=C1)=O)Cl